(mesitylenesulfonyl)leucine C1(=C(C(=CC(=C1)C)C)S(=O)(=O)N[C@@H](CC(C)C)C(=O)O)C